C(C)(C)(C)OC(=O)C1NCCN(C1)C1=C(C=CC=C1)N 4-(2-aminophenyl)tetrahydropyrazinecarboxylic acid tert-butyl ester